pyrido[4',3':4,5]pyrrolo[2,3-c][2,7]naphthyridine C1=C2C3=C(N=CC2=CN=C1)NC1=C3C=CN=C1